3-chloro-4-((2,2'-dimethyl-3'-(5-(morpholinomethyl)-1,3,4-oxadiazol-2-yl)-[1,1'-biphenyl]-3-yl)methoxy)benzaldehyde ClC=1C=C(C=O)C=CC1OCC=1C(=C(C=CC1)C1=C(C(=CC=C1)C=1OC(=NN1)CN1CCOCC1)C)C